(Z)-3-(3-Chlorophenyl)benzisothiazole 1,1-dioxide ClC=1C=C(C=CC1)C1=NS(C2=C1C=CC=C2)(=O)=O